NC1=CC(N(C(N1C1=CC(=CC=C1)C(F)(F)F)=O)C1=CC(=CC=C1)C(F)(F)F)=O 6-amino-1,3-bis[3-(trifluoromethyl)phenyl]pyrimidine-2,4(1H,3H)-dione